(3-((4-bromo-2-chloro-phenoxy)methyl)bicyclo-[1.1.1]pentan-1-yl)(5-(3,5-difluorophenyl)-4,5-dihydro-1H-pyrazol-1-yl)methanone BrC1=CC(=C(OCC23CC(C2)(C3)C(=O)N3N=CCC3C3=CC(=CC(=C3)F)F)C=C1)Cl